tert-Butyl (3S,4R)-4-(5-(2,4-dioxotetrahydropyrimidin-1(2H)-yl)-3-methyl-1H-pyrrolo[2,3-b]pyridin-1-yl)-3-fluoropiperidine-1-carboxylate O=C1N(CCC(N1)=O)C=1C=C2C(=NC1)N(C=C2C)[C@H]2[C@H](CN(CC2)C(=O)OC(C)(C)C)F